BrC1=C(OCCCC(=O)OCC)C=C(C=C1)F ethyl 4-(2-bromo-5-fluorophenoxy)butyrate